OCCNC(C(=O)O)NCCO bis[(2-hydroxyethyl)amino]acetic acid